N1(N=CC=C1)C=1C=C(CN2CCCC23CCNCC3)C=C(C1)C(F)(F)F 1-(3-(1H-pyrazol-1-yl)-5-(trifluoromethyl)benzyl)-1,8-diazaspiro[4.5]decane